5-cyano-N-(2,4-difluoro-3-[[(1-[[(trimethylsilyl)methoxy]methyl]pyrazolo[3,4-b]pyridin-5-yl)oxy]methyl]phenyl)-2-methoxypyridine-3-sulfonamide C(#N)C=1C=C(C(=NC1)OC)S(=O)(=O)NC1=C(C(=C(C=C1)F)COC=1C=C2C(=NC1)N(N=C2)COC[Si](C)(C)C)F